3-[4-[3-(2-methyl-4-pyridyl)-1H-pyrazol-4-yl]phenyl]benzenesulfonamide CC1=NC=CC(=C1)C1=NNC=C1C1=CC=C(C=C1)C=1C=C(C=CC1)S(=O)(=O)N